C(CCC)SC1=C(C(OC2=CC(=CC=C12)N(CC)CC)=O)C=O 4-(butylthio)-7-(diethylamino)-2-oxo-2H-chromene-3-carbaldehyde